4-Amino-3-[6-(2-phenoxyphenyl)pyridin-3-ylazo]naphthalin NC1=C(C=CC2=CC=CC=C12)N=NC=1C=NC(=CC1)C1=C(C=CC=C1)OC1=CC=CC=C1